FC(CN1N=C(C=C1)[C@H](C)C1=CC=NC=C1)(F)F |r| (rac)-4-(1-(1-(2,2,2-trifluoroethyl)-1H-pyrazol-3-yl)ethyl)pyridine